FC([C@@H](O)C1=CC=CC(=N1)NC(=O)C1=C(C(=O)O)C=C(C=C1)C(F)(F)F)(F)F 2-({6-[(1S)-2,2,2-trifluoro-1-hydroxyethyl]pyridin-2-yl}carbamoyl)-5-(trifluoromethyl)benzoic acid